C1(CC1)CNC1=CC(=CC=C1)C(F)(F)F N-(cyclopropylmethyl)-3-(trifluoromethyl)aniline